2-(4-methoxythiophen-3-yl)[1,2,4]triazolo[1,5-c]quinazolin COC=1C(=CSC1)C1=NN2C=NC=3C=CC=CC3C2=N1